Deoxy-Adenosine Triphosphate P(O)(=O)(OP(=O)(O)OP(=O)(O)O)OC[C@@H]1[C@H](C[C@@H](O1)N1C=NC=2C(N)=NC=NC12)O